ClC=1C=CC(=NC1)CNC(C)C N-((5-chloropyridin-2-yl)meth-yl)propan-2-amine